Pentapotassium triphosphate [O-]P([O-])(=O)OP(=O)([O-])OP(=O)([O-])[O-].[K+].[K+].[K+].[K+].[K+]